(2S,3R,4S)-2-((6-((3-iodobenzyl)amino)-2-(prop-1-yn-1-yl)-9H-purine-9-yl)methyl)tetrahydrothiophene-3,4-diol IC=1C=C(CNC2=C3N=CN(C3=NC(=N2)C#CC)C[C@@H]2SC[C@H]([C@H]2O)O)C=CC1